4-(3-(2,3-dichlorophenyl)-5-hydroxymethyl-1H-pyrazolo[3,4-b]pyrazine-6-yl)-N-(4-methoxyphenyl)piperazine-1-carboximidamide ClC1=C(C=CC=C1Cl)C1=NNC2=NC(=C(N=C21)CO)N2CCN(CC2)C(NC2=CC=C(C=C2)OC)=N